OCCNC(O[C@@H]1CC[C@H](CC1)C(N(C[C@@H]1CC[C@H](CC1)C1=NC(=C(C=C1)OC)C)C1=NC=CC(=C1)C=1N=C(OC1)CC)=O)=O trans-4-((4-(2-Ethyloxazol-4-yl)pyridin-2-yl)((trans-4-(5-methoxy-6-methylpyridin-2-yl)cyclohexyl)methyl) carbamoyl)cyclohexyl (2-hydroxyethyl)carbamate